2-[[3-(trifluoromethyl)-1H-pyrazol-5-yl]methyl]-2,6-diazaspiro[3.3]heptane FC(C1=NNC(=C1)CN1CC2(C1)CNC2)(F)F